ClC=1C(=NC=C(C1)NC(C1=C(C=C(C(=C1)F)C1=C(C=NC=C1)C#C)Cl)=O)C(=O)NCC#N 3-chloro-5-(2-chloro-4-(3-ethynylpyridin-4-yl)-5-fluorobenzamido)-N-(cyanomethyl)picolinamide